C(=C)C1=CC=C(CCOC=2C(=NC=CC2)C=O)C=C1 3-(4-vinylbenzyl-methoxy)pyridine-2-carbaldehyde